N-((1S)-((S)-3,3-difluorocyclohexyl)(2-(((3R,5R)-2-oxo-5-(trifluoromethyl)piperidin-3-yl)methyl)imidazo[1,2-b][1,2,4]triazin-6-yl)methyl)-1-isopropyl-1H-pyrazole-5-carboxamide FC1(C[C@H](CCC1)[C@H](NC(=O)C1=CC=NN1C(C)C)C=1N=C2N(N=C(C=N2)C[C@@H]2C(NC[C@@H](C2)C(F)(F)F)=O)C1)F